5-amino-N-(3-chloro-4-fluorophenyl)-1-methyl-3-(5-(((R)-1,1,1-trifluoropropan-2-yl)carbamoyl)octahydropentalen-2-yl)-1H-pyrazole-4-carboxamide NC1=C(C(=NN1C)C1CC2CC(CC2C1)C(N[C@@H](C(F)(F)F)C)=O)C(=O)NC1=CC(=C(C=C1)F)Cl